N-ethyl-8-methoxy-1,1,3,3-tetramethyl-7-(3-(pyrrolidin-1-yl)propoxy)-1,3-dihydrofuro[3,4-c]quinolin-4-amine C(C)NC1=NC=2C=C(C(=CC2C2=C1C(OC2(C)C)(C)C)OC)OCCCN2CCCC2